C(=O)C=1C=C(C=C(C1)C(F)(F)F)C=1C=CC(=NC1)C1=CC(=C(C2=CC=CC=C12)O)C(=O)N(C)C 4-[5-[3-formyl-5-(trifluoromethyl)phenyl]pyridin-2-yl]-1-hydroxy-N,N-dimethylnaphthalene-2-carboxamide